N=1N=C(NC1)C(=O)[O-] 4H-1,2,4-triazol-3-carboxylate